FC1=CC=C(C=C1)CC(=O)NC1=NC=CC(=C1)C1=C(C=2C(N(C[C@H](C2N1)CC(F)(F)F)C)=O)NC=1N=CSC1 |o1:23| 2-(4-fluorophenyl)-N-{4-[(7R or S)-5-methyl-4-oxo-3-(1,3-thiazol-4-ylamino)-7-(2,2,2-trifluoroethyl)-4,5,6,7-tetrahydro-1H-pyrrolo[3,2-c]pyridin-2-yl]pyridin-2-yl}acetamide